ClC1=C(C=C(C=C1)F)C1NC(C2=C3C=CC=NC3=CC(=C21)NC(=O)N2CCCC1=CC=CC=C21)=O N-(3-(2-chloro-5-fluorophenyl)-1-oxo-2,3-dihydro-1H-pyrrolo[3,4-f]quinolin-4-yl)-3,4-Dihydroquinoline-1(2H)-carboxamide